2-(tetrahydrofuran-3-yl)-1-tosyl-1H-pyrrole O1CC(CC1)C=1N(C=CC1)S(=O)(=O)C1=CC=C(C)C=C1